N-ethyl-3-fluoro-2-sulfanyl-benzamide C(C)NC(C1=C(C(=CC=C1)F)S)=O